[Si]([O-])([O-])([O-])[O-].[Na+].[B+3].[Zn+2] zinc-boron sodium silicate